tert-butyl [34-(2,5-dioxo-2,5-dihydro-1H-pyrrol-1-yl)-4,32-dioxo-7,10,13,16,19,22,25,28-octaoxa-3,31-diazatetratriacontan-1-yl]carbamate O=C1N(C(C=C1)=O)CCC(NCCOCCOCCOCCOCCOCCOCCOCCOCCC(NCCNC(OC(C)(C)C)=O)=O)=O